1-((3-((1R,5S,6R)-3-(3,4-difluorophenyl)-3-azabicyclo[3.1.0]hex-6-yl)-1,2,4-oxadiazol-5-yl)methyl)-7-methyl-1,7-dihydro-6H-purin-6-one FC=1C=C(C=CC1F)N1C[C@H]2C([C@H]2C1)C1=NOC(=N1)CN1C=NC=2N=CN(C2C1=O)C